CN1CCC(CC1)C1=NN=C(O1)[C@@]12CN(C[C@]2(C1)C(F)(F)F)C1=CC=C(C=2N=CC=NC12)C#N 8-((1S,5R)-1-(5-(1-methylpiperidin-4-yl)-1,3,4-oxadiazol-2-yl)-5-(trifluoromethyl)-3-azabicyclo[3.1.0]hexane-3-yl)quinoxaline-5-carbonitrile